COC(CCCCCCCCOC1=C(C=C2C(=NC(=NC2=C1)C)N[C@@H](C)C=1SC=C(C1)Br)OC)=O (s)-methyl-9-((4-((1-(4-bromothiophen-2-yl)ethyl)amino)-6-methoxy-2-methylquinazolin-7-yl)oxy)nonanoate